FC1=C(C=CC(=C1)F)S(=O)(=O)/C=C/C=1C(=NC(=NC1)NC=1C=C2C=CNC2=CC1)NC1=NN(C=C1)C (E)-5-{2-[(2,4-Difluorophenyl)sulfonyl]vinyl}-N2-(1H-indol-5-yl)-N4-(1-methyl-1H-pyrazol-3-yl)pyrimidine-2,4-diamine